(4-methyl-6-(3-((1,1,1-trifluoropropan-2-yl)oxy)azetidin-1-yl)pyridin-3-yl)(4-(5-methyloxazolo[4,5-b]pyridin-2-yl)piperazin-1-yl)methanone CC1=C(C=NC(=C1)N1CC(C1)OC(C(F)(F)F)C)C(=O)N1CCN(CC1)C=1OC=2C(=NC(=CC2)C)N1